tert-butyl 4-(4-(4-(1-(tert-butoxycarbonyl)-1,2,3,6-tetrahydropyridin-4-yl)-3-chlorobenzamido)-2-chlorophenyl)-3,6-dihydropyridine-1(2H)-carboxylate C(C)(C)(C)OC(=O)N1CCC(=CC1)C1=C(C=C(C(=O)NC2=CC(=C(C=C2)C=2CCN(CC2)C(=O)OC(C)(C)C)Cl)C=C1)Cl